O1C=CC2=C1C=CC(=C2)C=2C(=NC(=CN2)CCCOC)N2C(CC(CC2)C(=O)O)C 1-(3-(benzofuran-5-yl)-6-(3-Methoxypropyl)Pyrazin-2-yl)-2-methylpiperidine-4-carboxylic acid